3-(1-(3,5-diisopropyl-[1,1'-biphenyl]-4-yl)-1H-imidazol-2-yl)phenol C(C)(C)C=1C=C(C=C(C1N1C(=NC=C1)C=1C=C(C=CC1)O)C(C)C)C1=CC=CC=C1